(4-amino-5-iodo-7H-pyrrolo[2,3-d]pyrimidin-7-yl)cyclohexanone NC=1C2=C(N=CN1)N(C=C2I)C2C(CCCC2)=O